bis(4-carboxy-benzylidene)-4,4'-bipyridine dichloride [Cl-].[Cl-].C(=O)(O)C1=CC=C(C=C2C(N=CC=C2C2=CC=NC=C2)=CC2=CC=C(C=C2)C(=O)O)C=C1